FC(=CCl)C(F)(F)F 2,3,3,3-tetrafluoro-1-chloropropene